3-(difluoromethyl)-N-methoxy-1-methyl-N-[1-methyl-2-(2,4,6-trichlorophenyl)ethyl]-1H-pyrazole-4-carboxamide FC(C1=NN(C=C1C(=O)N(C(CC1=C(C=C(C=C1Cl)Cl)Cl)C)OC)C)F